C(=CCCCCCCCCCCCCCCCCCCCCCCCCC)O heptacosenol